5-hydroxy-4,6-dimethyl-3-oxo-heptanoic acid tert-butyl ester C(C)(C)(C)OC(CC(C(C(C(C)C)O)C)=O)=O